benzyl-3-carboxymethyl-pyridine C(C1=CC=CC=C1)C1=NC=CC=C1CC(=O)O